N-(7-((2-(2,6-dioxopiperidin-3-yl)-1,3-dioxoisoindolin-5-yl)amino)heptyl)acetamide O=C1NC(CCC1N1C(C2=CC=C(C=C2C1=O)NCCCCCCCNC(C)=O)=O)=O